C(#N)C=1C=CC(=C(C1)CN1C(N(CC12CCC(CC2)(C2=CC=CC=C2)N(C)C)CC=2C=C(C#N)C=CC2OC)=O)OC 3-[[1-[(5-cyano-2-methoxy-phenyl)-methyl]-8-dimethylamino-2-oxo-8-phenyl-1,3-diazaspiro[4.5]decan-3-yl]-methyl]-4-methoxy-benzonitrile